ClC=1C=C2C(=NC1)NC=C2C(=O)C=2C(=C(C=CC2F)NS(=O)(=O)CCC)F N-{3-[(5-Chloro-1H-pyrrolo[2,3-b]pyridin-3-yl)carbonyl]-2,4-difluorophenyl}-1-propanesulfonamide